FC1=CC=C(C=C1)C=1N(C=CC(C1)=O)C (4-fluorophenyl)-1-methyl-4-oxo-pyridine